6-(4-amino-1-tert-butyl-pyrazolo[3,4-d]pyrimidin-3-yl)-N-cyclobutyl-1H-indole-2-carboxamide NC1=C2C(=NC=N1)N(N=C2C2=CC=C1C=C(NC1=C2)C(=O)NC2CCC2)C(C)(C)C